N=1C=CCN2N=CC=CC21 pyrimido[1,2-b]pyridazin